(R)-1-((4-(tert-butoxycarbonyl)morpholin-2-yl)methyl)-4-chloro-5-methyl-1H-pyrrole-2-carboxylic acid C(C)(C)(C)OC(=O)N1C[C@H](OCC1)CN1C(=CC(=C1C)Cl)C(=O)O